N-isopentylcyclohexane-1,4-diamine C(CC(C)C)NC1CCC(CC1)N